C[C@H](C[C@@H]([C@@H](C)[C@H]1CC[C@@H]2[C@@]1(CC[C@H]3[C@H]2CC[C@@H]4[C@@]3(CC[C@@H](C4)O)C)C)O)C(C)C The molecule is a 3beta-hydroxy steroid that is cathasterone which is lacking the oxo substituent at position 6. It is a 22-hydroxy steroid, a 3beta-hydroxy steroid and a brassinosteroid. It derives from a cathasterone. It derives from a hydride of a 5alpha-campestane.